FC1=CC(=CC2=C1N(C=N2)C)O 7-fluoro-1-methyl-1H-benzo[d]imidazol-5-ol